N-[(2,6-dimethylphenyl)methylidene]-hydroxylamine CC1=C(C(=CC=C1)C)C=NO